(R)-2-(2-(4-methylbenzyl)pyrrolidin-1-yl)-6-morpholinopyrimidin-4(3H)-one CC1=CC=C(C[C@@H]2N(CCC2)C2=NC(=CC(N2)=O)N2CCOCC2)C=C1